FC=1C=C(C=CC1)N1C(=NC(=C1)C1=CC=CC=C1)SC(C)C1=CC=CC=C1 1-(3-fluorophenyl)-4-phenyl-2-((1-phenylethyl)thio)-1H-imidazole